C(#N)N1C(=NC2=C1C=C(C(=C2)Cl)Cl)C2=CC=CC=C2 N-cyano-2-phenyl-5,6-dichlorobenzimidazole